(1,5-cyclooctadiene) Iridium (I) chloride [Ir]Cl.C1=CCCC=CCC1